N(=C=O)CC1CCC(CC1)CN=C=O 1,4-diisocyanatomethyl-cyclohexane